1-(2-(1-methyl-1H-imidazo[1,2-b]pyrazole-7-carbonyl)-2-azaspiro[3.3]heptan-6-yl)-3-(3-(trifluoromethyl)phenyl)urea CN1C=CN2N=CC(=C21)C(=O)N2CC1(C2)CC(C1)NC(=O)NC1=CC(=CC=C1)C(F)(F)F